C(N)(=O)[C@@H]1CC2(CN1C([C@H](CC(C)C)N(C(OCC1=CC=CC=C1)=O)C)=O)C(NC1=C(O2)C=CN=C1)=O benzyl ((2S)-1-((5'S)-5'-carbamoyl-3-oxo-3,4-dihydrospiro[pyrido[4,3-b][1,4]oxazine-2,3'-pyrrolidin]-1'-yl)-4-methyl-1-oxopentan-2-yl)(methyl)carbamate